C(\C=C/C(=O)[O-])(=O)[O-].C(CCCCCCC)[Sn+](CCCCCCCC)CCCCCCCC.C(CCCCCCC)[Sn+](CCCCCCCC)CCCCCCCC tri-n-octyl-tin maleate